CN(CC(=O)NC1(CCCCC1)C)C=1C2=C(N=C(N1)C1=NC=CC=C1)CCC2 2-[methyl[2-(pyridin-2-yl)-5H,6H,7H-cyclopenta[d]pyrimidin-4-yl]amino]-N-(1-methylcyclohexyl)acetamide